(2'S,3S,6'S)-6-chloro-2'-methyl-6'-(1-methyltriazol-4-yl)spiro[indoline-3,4'-piperidin]-2-one ClC1=CC=C2C(=C1)NC([C@]21C[C@@H](N[C@@H](C1)C=1N=NN(C1)C)C)=O